OC1CC(CC1)CNC(OC(C)(C)C)=O tert-butyl ((3-hydroxycyclopentyl)methyl)carbamate